1,N1'-(1,3-phenylene)bis(N3,N5-bis(2,6-difluorophenyl)-N1,N3,N5-triphenylbenzene-1,3,5-triamine) C1(=CC(=CC=C1)N(C1=CC(=CC(=C1)N(C1=C(C=CC=C1F)F)C1=CC=CC=C1)N(C1=C(C=CC=C1F)F)C1=CC=CC=C1)C1=CC=CC=C1)C1(CC(=CC(=C1)N(C1=CC=CC=C1)C1=C(C=CC=C1F)F)N(C1=CC=CC=C1)C1=C(C=CC=C1F)F)NC1=CC=CC=C1